N-[(2-{[(1-cyclobutylcyclopropyl)amino]methyl}-1H-indol-6-yl)methyl]-4-oxo-4H-pyrido[1,2-a]pyrimidine-2-carboxamide C1(CCC1)C1(CC1)NCC=1NC2=CC(=CC=C2C1)CNC(=O)C=1N=C2N(C(C1)=O)C=CC=C2